S(C)(=O)(=O)O.O=C1NN=C(C2=CC=CC=C12)C=1C=C(C=CC1)NC(CCCN1CCOCC1)=O N-[3-(3,4-dihydro-4-oxo-1-phthalazinyl)phenyl]-4-morpholinylbutanamide mesylate